2-((furan-2-ylmethyl)sulfonyl)acetic acid methyl ester COC(CS(=O)(=O)CC=1OC=CC1)=O